COC(=O)C=1C=C2NC(C(NC2=C(C1)C1=CC(=CC=C1)OC)C)=O 8-(3-methoxyphenyl)-2-methyl-3-oxo-1,2,3,4-tetrahydroquinoxaline-6-carboxylic acid methyl ester